5-vinyl-1,3-bis(isopropyl)isophthalic acid C(=C)C=1CC(CC(C(=O)O)(C1)C(C)C)(C(=O)O)C(C)C